7-amino-4-methylcoumarin-3-acetate NC1=CC=C2C(=C(C(OC2=C1)=O)CC(=O)[O-])C